FC(C(=O)O)(F)F.N=1C=CN2C1C=CC(=C2)C2=CC=C(OC1CCN(CC1)C(=O)[C@@H]1OCCC1)C=C2 [4-(4-Imidazo[1,2-a]pyridin-6-yl-phenoxy)-piperidin-1-yl]-(R)-tetrahydro-furan-2-yl-methanone; Compound with Trifluoroacetic Acid